(S)-2-(((tert-butyldiphenylsilyl)oxy)methyl)-4-(thiazol-2-yl)-2,5-dihydro-1H-pyrrole-1-carboxylic acid tert-butyl ester C(C)(C)(C)OC(=O)N1[C@@H](C=C(C1)C=1SC=CN1)CO[Si](C1=CC=CC=C1)(C1=CC=CC=C1)C(C)(C)C